CC1=C(C=CC=C1)C=1C=NC=2N(C1)C=C(N2)COC2=CC(=NC=C2)F 6-(2-methylphenyl)-2-(2-fluoropyridin-4-yloxymethyl)imidazo[1,2-a]pyrimidine